CSCCC(=O)SCCNC(CCNC([C@@H](C(COP(OP(OC[C@@H]1[C@H]([C@H]([C@@H](O1)N1C=NC=2C(N)=NC=NC12)O)OP(=O)(O)O)(=O)O)(=O)O)(C)C)O)=O)=O 3-(methylthio)propionyl-CoA